C[Sn](C1=CC=C(O1)C=1SC(=CN1)C=O)(C)C 2-[5-(trimethylstannyl)furan-2-yl]-1,3-thiazole-5-carbaldehyde